3-ethyl-1-(tetrahydro-2H-pyran-2-yl)-1H-pyrazol-5-amine C(C)C1=NN(C(=C1)N)C1OCCCC1